ClC=1C=CC(=C(C1)C1=CC(N(C=C1OC)C(C(=O)NC1=CC2=CN(N=C2C=C1)C)CC)=O)C=1OC(=NN1)C(F)F 2-[4-{5-chloro-2-[5-(difluoromethyl)-1,3,4-oxadiazol-2-yl]phenyl}-5-methoxy-2-oxopyridin-1(2H)-yl]-N-(2-methyl-2H-indazol-5-yl)butanamide